CN1N=CC(=C1)C1=NC=CC(=C1)OC=1C=CC2=C(C(N(CO2)CCC2=CC=CC=C2)=O)C1 6-{[2-(1-methylpyrazol-4-yl)-4-pyridyl]oxy}-3-(2-phenylethyl)-2H-1,3-benzoxazin-4-one